2-(4,6-dimethylpyrazolo[1,5-a]pyrazin-2-yl)-7-[3-(piperidin-1-yl)azetidin-1-yl]-4H-pyrido[1,2-a]pyrimidin-4-one CC=1C=2N(C=C(N1)C)N=C(C2)C=2N=C1N(C(C2)=O)C=C(C=C1)N1CC(C1)N1CCCCC1